C1(CC1)CC1=C(C=NN1[C@H]1COCC1)C1=NC(=NC=C1)NC1CCC(CC1)N (1R,4R)-N1-(4-(5-(cyclopropyl-methyl)-1-((R)-tetrahydrofuran-3-yl)-1H-pyrazol-4-yl)pyrimidin-2-yl)cyclohexane-1,4-diamine